C1(CCCC1)C1=NN2C(=NC(=CC2=N1)NC(C)=O)C=1OC(=CC1)C N-[2-cyclopentyl-5-(5-methylfuran-2-yl)-[1,2,4]triazolo[1,5-c]pyrimidin-7-yl]acetamide